(M)-mannitol C([C@@H](O)[C@@H](O)[C@H](O)[C@H](O)CO)O